NC=1C=C(OCCCCOC2=CC(=CC=C2)N)C=CC1 1,4-di(3-aminophenoxy)butane